tert-butyl N-[2-(2-{2-[(9S)-7-(4-chlorophenyl)-4,5,13-trimethyl-3-thia-1,8,11,12-tetraazatricyclo[8.3.0.02,6]trideca-2(6),4,7,10,12-pentaen-9-yl]acetamido}ethoxy) ethyl]carbamate ClC1=CC=C(C=C1)C=1C=2C(=C(SC2N2C(=NN=C2[C@@H](N1)CC(=O)NCCOCCNC(OC(C)(C)C)=O)C)C)C